N-(5-(3,5-difluorobenzyl)-1H-indazol-3-yl)-4-(N-methyl-2-morpholinoacetamido)-2-((tetrahydro-2H-pyran-4-yl)amino)benzamide FC=1C=C(CC=2C=C3C(=NNC3=CC2)NC(C2=C(C=C(C=C2)N(C(CN2CCOCC2)=O)C)NC2CCOCC2)=O)C=C(C1)F